[NH4+].N[C@@H](C(=O)O)CCP(=O)(OC)O |r| (2RS)-2-amino-4-(methylphosphono)butanoic acid ammonium